N-[(2R)-2-aminopropyl]-4-[4-[[3-(2-chloro-3-fluoro-4-methoxy-phenyl)imidazo[1,2-a]pyrazin-8-yl]amino]-2-methyl-benzoyl]piperazine-1-carboxamide formate C(=O)O.N[C@@H](CNC(=O)N1CCN(CC1)C(C1=C(C=C(C=C1)NC=1C=2N(C=CN1)C(=CN2)C2=C(C(=C(C=C2)OC)F)Cl)C)=O)C